(azetidin-3-yl)-N-[[1-(trifluoromethyl)cyclopropyl]methyl]pyridin-2-amine N1CC(C1)C=1C(=NC=CC1)NCC1(CC1)C(F)(F)F